C(C)(=O)N[C@H]1[C@@H](SCCN)O[C@@H]([C@H]([C@@H]1O)OCCC(=O)O)COS(=O)(=O)[O-] 2-aminoethyl 2-acetamido-4-O-carboxyethyl-2-deoxy-6-O-sulfonato-1-thio-α-D-glucopyranoside